4-(2-(2-benzyl-4-methylphenoxy)ethyl)thiomorpholine 1-oxide C(C1=CC=CC=C1)C1=C(OCCN2CCS(CC2)=O)C=CC(=C1)C